C(=O)(OC(C)(C)C)N1C(C(=CCC1)C1=CC=CC=C1)=O N-Boc-(6S)-phenyl-2,5-dihydropyridinone